ClC=1C=C(C=NC1OC)NC(=O)C=1C=NN(C1C(F)(F)F)C1=CN=CC2=CC=CC=C12 N-(5-chloro-6-methoxypyridin-3-yl)-1-(isoquinolin-4-yl)-5-(trifluoromethyl)-1H-pyrazole-4-carboxamide